N-[2-[4-[[4-[1-(2,6-dioxo-3-piperidyl)-3-methyl-2-oxo-benzimidazol-4-yl]piperazin-1-yl]methyl]cyclohexyl]-6-methyl-indazol-5-yl]-6-(trifluoromethyl)pyridine-2-carboxamide O=C1NC(CCC1N1C(N(C2=C1C=CC=C2N2CCN(CC2)CC2CCC(CC2)N2N=C1C=C(C(=CC1=C2)NC(=O)C2=NC(=CC=C2)C(F)(F)F)C)C)=O)=O